C1(=CC=CC=C1)P(COC(C)=O)C1=CC=CC=C1 diphenyl-(acetoxymethyl)phosphine